C(#CCC)C=1C=NC=CC1N 3-(but-1-yn-1-yl)pyridin-4-amine